C1(CCCCC1)P(C1=C(C=CC=C1)C1=C(C=C(C=C1C(C)C)C(C)C)C(C)C)C1CCCCC1 2-Dicyclohex-ylphosphino-2',4',6'-triisopropylbiphenyl